OC1=C(C(=O)C2=CC=C(C=C2)OCCCC)C=CC(=C1)OC(C)C 2-hydroxy-4-isopropoxy-4'-n-butoxybenzophenone